C(C)(C)(C)C1=CC(=CC2=C1OP(OC1=C2C=C(C=C1C(C)(C)C)C)OCP1[C@H](CC[C@@H]1C1=CC=CC=C1)C1=CC=CC=C1)C 4,8-di-tert-butyl-6-(((2R,5R)-2,5-diphenylphospholan-1-yl)methoxy)-2,10-dimethyldibenzo[d,f][1,3,2]dioxaphosphepin